CC(C(CCNC(OC(C)(C)C)=O)=O)C tert-butyl (4-methyl-3-oxopentyl)carbamate